CN(N)C(=O)C1=NC=CN=C1C1=CC=CC=C1 N-methyl-3-phenylpyrazine-2-carbohydrazide